(S)-(1-(2-Chloropyrrolo[2,1-f][1,2,4]triazin-4-yl)pyrrolidin-2-yl)methanol ClC1=NN2C(C(=N1)N1[C@@H](CCC1)CO)=CC=C2